3-(2-((tert-butyldiphenylsilyl)oxy)ethyl)-2-(1H-indol-2-yl)-4-methoxybenzofuran-6-carboxylic acid ethyl ester C(C)OC(=O)C1=CC2=C(C(=C(O2)C=2NC3=CC=CC=C3C2)CCO[Si](C2=CC=CC=C2)(C2=CC=CC=C2)C(C)(C)C)C(=C1)OC